FC(C1=CC=C(C=C1)N1C=CC2=CC(=CC=C12)N)(F)F (4-(trifluoro-methyl)-phenyl)-1H-indol-5-amine